tert-Butyl ((S)-1-((1R,2S,5S)-2-(((S)-1-cyano-2-((S)-2-oxopyrrolidin-3-yl)ethyl)carbamoyl)-6,6-dimethyl-3-azabicyclo[3.1.0]hexan-3-yl)-3,3-dimethyl-1-oxobutan-2-yl)carbamate C(#N)[C@H](C[C@H]1C(NCC1)=O)NC(=O)[C@@H]1[C@H]2C([C@H]2CN1C([C@H](C(C)(C)C)NC(OC(C)(C)C)=O)=O)(C)C